1-(6-Cyclopropanesulfonyl-5-fluoro-3,3-dimethyl-2,3-dihydro-indol-1-yl)-2-((R)-3-methyl-piperazin-1-yl)-ethanone dihydrochloride salt Cl.Cl.C1(CC1)S(=O)(=O)C1=C(C=C2C(CN(C2=C1)C(CN1C[C@H](NCC1)C)=O)(C)C)F